OC[C@H]1CN(C(O1)=O)C1=CC=C(C=C1)S(=O)(=O)N1CCN(CC1)C(=O)OC(C)(C)C tert-butyl 4-[4-[(5R)-5-(hydroxymethyl)-2-oxo-oxazolidin-3-yl]phenyl]sulfonylpiperazine-1-carboxylate